CN1N=CC(=C1)NC1=NC=CC(=N1)C1=CC=C(C=C1)CNCC(F)(F)F N-(1-methyl-1H-pyrazol-4-yl)-4-(4-(((2,2,2-trifluoroethyl)amino)methyl)phenyl)pyrimidin-2-amine